(4aR,8aS)-6-[3-[[4-Chloro-2-(trifluoromethyl)phenyl]methoxy]azetidine-1-carbonyl]-4,4a,5,7,8,8a-hexahydropyrido[4,3-b][1,4]oxazin-3-one ClC1=CC(=C(C=C1)COC1CN(C1)C(=O)N1C[C@@H]2[C@@H](OCC(N2)=O)CC1)C(F)(F)F